C1(CC1)C1=NN(C(=C1)C(F)(F)F)CC(=O)N1[C@@H]([C@@H](CC1)NC(=O)C1=NC=CC=N1)C1=C(C(=CC=C1)OC([2H])([2H])[2H])C N-[(2R,3R)-1-[2-[3-Cyclopropyl-5-(trifluoromethyl)pyrazol-1-yl]acetyl]-2-[2-methyl-3-(trideuteriomethoxy)phenyl]pyrrolidin-3-yl]pyrimidine-2-carboxamide